N1=C(C=CC=C1)C1=C(C(=NN=N1)C=1C(=C(C=CC1)C1=CC=CC=C1)C1=C(C=CC=2C3=CC=CC=C3C3=CC=CC=C3C12)C1=CC=CC=C1)C1=NC=CC=C1 [di(pyridinyl)triazinyl](phenyltriphenyleneyl)biphenyl